3-isopropyl-4-(4-(1-methyl-1H-pyrazol-4-yl)-1H-imidazol-1-yl)-1H-pyrazolo[3,4-b]Pyridin-1-yl-benzamide C(C)(C)C1=NN(C2=NC=CC(=C21)N2C=NC(=C2)C=2C=NN(C2)C)C2=C(C(=O)N)C=CC=C2